2-[4-(3-chlorophenyl)-2,6-di(propan-2-yl)phenyl]-N-[4-[(dimethylamino)methyl]phenyl]sulfonylacetamide ClC=1C=C(C=CC1)C1=CC(=C(C(=C1)C(C)C)CC(=O)NS(=O)(=O)C1=CC=C(C=C1)CN(C)C)C(C)C